9-(benzyloxy)-3-(2-hydroxyethyl)-2-methyl-4H-pyrido[1,2-a]pyrimidin-4-one C(C1=CC=CC=C1)OC1=CC=CN2C1=NC(=C(C2=O)CCO)C